N-(4-(Benzo[c][1,2,5]oxadiazol-5-yloxy)-3-methylphenyl)-5,6,7,8-tetrahydropyrido[4',3':4,5]thieno[2,3-d]pyrimidin-4-amine N=1ON=C2C1C=CC(=C2)OC2=C(C=C(C=C2)NC=2C1=C(N=CN2)SC2=C1CCNC2)C